(benzoyloxymethyl)-3,4-bis(benzoyloxy)-5-(trifluoromethyl)-6-(2-oxo-2-(p-iodophenyl)ethyl)tetrahydropyran C(C1=CC=CC=C1)(=O)OCC1OC(C(C(C1OC(C1=CC=CC=C1)=O)OC(C1=CC=CC=C1)=O)C(F)(F)F)CC(C1=CC=C(C=C1)I)=O